C[C@H]1CN2C(C=3N1C(=NC3)[C@@](C(F)(F)F)(C)O)=CC(=N2)C23CCC(CC2)(C3)C(=O)O 4-((S)-5-methyl-3-((R)-1,1,1-trifluoro-2-hydroxypropan-2-yl)-5,6-dihydroimidazo[1,5-a]pyrazolo[5,1-c]pyrazin-9-yl)bicyclo[2.2.1]heptane-1-carboxylic acid